NC=1C(CC(=CC1)C=1N(C2=C(C=C(C=C2C(C1C(=O)O)=O)F)OC)C1CC1)=S(=O)=O (4-amino-3-sulfonylphenyl)-1-cyclopropyl-6-fluoro-8-methoxy-4-oxo-1,4-dihydroquinoline-3-carboxylic acid